BrC1=C2C(=CNC2=CC=C1)NC1=NC2=C(N1)C=CC=C2 N-(4-bromo-1H-indol-3-yl)-1H-benzo[d]imidazol-2-amine